C(C)(C)(C)OC(=O)N1[C@H](CN(CC1)C1=NC(=NC(=C1[N+](=O)[O-])CC1(OCCC2=C(C=C(C=C12)F)Cl)C(=O)OCC)Cl)CC#N (2S)-4-(2-chloro-6-((5-chloro-1-(ethoxycarbonyl)-7-fluoroisochroman-1-yl)methyl)-5-nitropyrimidin-4-yl)-2-(cyanomethyl)piperazine-1-carboxylic acid tert-butyl ester